C(C)C1=C(C(=NO1)C(F)(F)F)CO (5-ethyl-3-(trifluoromethyl)isoxazol-4-yl)methanol